N=1C=C(N2C1C=CC=C2)C(=O)N2CC1=C(CC2)C(=CS1)C(=O)NC1=CC(=CC(=C1)C(F)(F)F)OCCN1CCOCC1 6-(imidazo[1,2-a]pyridine-3-carbonyl)-N-(3-(2-morpholinoethoxy)-5-(trifluoromethyl)phenyl)-4,5,6,7-tetrahydrothieno[2,3-c]pyridine-3-carboxamide